6-fluoro-4-((cis)-4-((R)-1-(6-fluoro-1H-benzo[d]imidazol-2-yl)ethyl)cyclohexyl)quinoline FC=1C=C2C(=CC=NC2=CC1)[C@@H]1CC[C@@H](CC1)[C@@H](C)C1=NC2=C(N1)C=C(C=C2)F